(5-bromobenzo[d]thiazol-2-yl)methylamine hydrochloride Cl.BrC=1C=CC2=C(N=C(S2)CN)C1